1-(6,7-dimethoxy-1,2,3,4-tetrahydroisoquinolin-2-yl)prop-2-en-1-one COC=1C=C2CCN(CC2=CC1OC)C(C=C)=O